ClC=1C=C(C=CC1)NC(=O)NCC1=CC(=NC=C1)N1N=CC=C1 1-(3-chlorophenyl)-3-[(2-pyrazol-1-ylpyridin-4-yl)methyl]urea